2-(2-aminophenyl)acetaldehyde dimethyl acetal COC(CC1=C(C=CC=C1)N)OC